FC1=C(C=C(C=C1)F)[C@@H]1N(C[C@H](C1)F)C1=NC=2N(C=C1)N=CC2C(=O)O 5-((2R,4S)-2-(2,5-difluorophenyl)-4-fluoropyrrolidin-1-yl)pyrazolo[1,5-a]pyrimidine-3-Carboxylic acid